(S)-2-(1-(4-chloro-1-methyl-1H-pyrazol-5-yl)cyclopropane-1-carboxamido)-4-((2-(1-methylcyclopropoxy)ethyl)(4-(5,6,7,8-tetrahydro-1,8-naphthyridin-2-yl)butyl)amino)butanoic acid ClC=1C=NN(C1C1(CC1)C(=O)N[C@H](C(=O)O)CCN(CCCCC1=NC=2NCCCC2C=C1)CCOC1(CC1)C)C